4-(1-Hydroxy-7-(trifluoromethyl)-3,4-dihydro-1H-benzo[c][1,2]oxaborinin-3-yl)-2-(pyridin-3-ylmethoxy)benzimidamide Hydrochloride Salt Cl.OB1OC(CC2=C1C=C(C=C2)C(F)(F)F)C2=CC(=C(C(N)=N)C=C2)OCC=2C=NC=CC2